3-(propionyloxy(imino))butan-2-one C(CC)(=O)ON=C(C(C)=O)C